CN(C)CC1CC12CCN(CC2)C(=O)[C@H](CC(C)C)N2C([C@@H](NCC2)CC(C)C)=O (S)-1-[(S)-1-({1-[(Dimethyl-amino)methyl]-6-aza-6-spiro[2.5]octyl}carbonyl)-3-methylbutyl]-3-isobutyl-2-piperazinone